methyl 2-[1-(3-bromo-5-chlorophenyl)pyrazol-4-yl]acetate BrC=1C=C(C=C(C1)Cl)N1N=CC(=C1)CC(=O)OC